(1-cyanocyclopropyl)methylmethanesulfonate C(#N)C1(CC1)CCS(=O)(=O)[O-]